(5-Bromopyridin-2-yl)(methyl)carbamic acid tert-butyl ester C(C)(C)(C)OC(N(C)C1=NC=C(C=C1)Br)=O